COC=1C=2N(C=C(C1)C1=C(C(=NN1)C=1SC(=CN1)C1CCC(CC1)N1CC(NCC1)=O)CC(F)(F)F)N=CN2 4-(4-(2-(5-(8-methoxy-[1,2,4]triazolo[1,5-a]pyridin-6-yl)-4-(2,2,2-trifluoroethyl)-1H-pyrazol-3-yl)thiazol-5-yl)cyclohexyl)piperazin-2-one